ClC=1C=C(C(=O)NC2=CC(=NN2)C(C)(C)O)C=CC1OC 3-chloro-N-[3-(1-hydroxy-1-methyl-ethyl)-1H-pyrazol-5-yl]-4-methoxy-benzamide